CC[C@@H]1CC[C@H]2[C@@H]3CCC4=CCCC[C@]4(C)[C@H]3CC[C@]12C 17α-Pregna-4-ene